1-(2,3-di(pyridin-4-yl)quinolin-6-yl)-3-(2-hydroxybutyl)urea N1=CC=C(C=C1)C1=NC2=CC=C(C=C2C=C1C1=CC=NC=C1)NC(=O)NCC(CC)O